C1(CC1)N(C(=O)C=1NC=C(C1)C1=NC(=NC=C1C(F)(F)F)NC1CNCCC1)C N-cyclopropyl-N-methyl-4-{2-[(piperidin-3-yl)amino]-5-(trifluoromethyl)pyrimidin-4-yl}-1H-pyrrole-2-carboxamide